N1=C(N=C2N=C(NC2=C1N)[3H])[3H] [2,8-3H]adenine